C(CC)(=O)OCC=1[C@H]([C@](C=CC1)(C1=CC=C(C2=CC=CC=C12)N1CCOCC1)O)O (2R,3S)-2,3-dihydroxy-3-[4-(morpholin-4-yl) naphthalen-1-yl]Benzyl propionate